(S)-1-phenyl-1-cyclohexylmethanol C1(=CC=CC=C1)[C@@H](O)C1CCCCC1